CC1=C(C(=O)P(C2=CC=CC=C2)(C(C2=C(C=C(C=C2C)C)C)=O)=O)C(=CC(=C1)C)C bis(2,4,6-trimethylbenzoyl)-phenyl-phosphorus oxide